N1=COC=2C1=CC=1CCNCC1C2 5,6,7,8-tetrahydrooxazolo[4,5-g]isoquinoline